CC(CC(=O)N1CCN(CC1)C1=CC=C(C=C1)C=1C=2N(C=C(C1)C=1C=NN(C1)C[C@H](CO)C)N=CC2C#N)(C)C (R)-4-(4-(4-(3,3-dimethylbutyryl)piperazin-1-yl)phenyl)-6-(1-(3-hydroxy-2-methylpropyl)-1H-pyrazol-4-yl)pyrazolo[1,5-a]pyridine-3-carbonitrile